(E)-N-((7-(benzo[d][1,3]dioxol-5-yloxy)-2-methylbenzofuran-3-yl)methyl)-N-methyl-3-(4-oxo-2,3,4,5-tetrahydro-1H-pyrido[2,3-b][1,4]diazepin-8-yl)acrylamide O1COC2=C1C=CC(=C2)OC2=CC=CC=1C(=C(OC12)C)CN(C(\C=C\C1=CC2=C(NC(CCN2)=O)N=C1)=O)C